25-hydroxy-4β-hydroxy-3β-hydroxy-5α-cholestane-7-carbonitrile OC(C)(C)CCC[C@@H](C)[C@H]1CC[C@H]2[C@@H]3C(C[C@H]4[C@H]([C@H](CC[C@]4(C)[C@H]3CC[C@]12C)O)O)C#N